N-isopropyl-aniline C(C)(C)NC1=CC=CC=C1